O=C1N(C(C2=CC=CC=C12)=O)[C@H](C(=O)O)CC1=CC=CC2=CC=CC=C12 (S)-2-(1,3-dioxoisoindolin-2-yl)-3-(naphthalen-1-yl)propanoic acid